OCCN1N=CC=2C1=CC=C1N=C(C=3CCCCC3C21)C2=CC=C(C=C2)O 4-(3-(2-hydroxyethyl)-8,9,10,11-tetrahydro-3H-pyrazolo[4,3-a]phenanthridin-7-yl)phenol